ClC=1C=C2C(=C(C(N(C2=NC1Cl)C=1C(=NC=CC1C)C(C)C)=O)[N+](=O)[O-])O 6,7-dichloro-4-hydroxy-1-(2-isopropyl-4-methylpyridin-3-yl)-3-nitro-1,8-naphthyridin-2(1H)-one